N-(1-isopropyl-4-nitro-2-oxo-3-pyrrolin-3-yl)amine C(C)(C)N1C(C(=C(C1)[N+](=O)[O-])N)=O